[N+](=O)([O-])C1=CC=C(C=C1)C1=NC(=NC(=N1)C1=CC=C(C=C1)[N+](=O)[O-])C1=CC=C(C=C1)[N+](=O)[O-] 2,4,6-tri(4-nitrophenyl)-1,3,5-triazine